(±)-N-(1-(Methyl-d3)-2-oxo-8-(7-oxa-2-azaspiro[3.5]nonan-2-yl)-2,3,4,5-tetrahydro-1H-benzo[b]azepin-3-yl)-4-phenoxypicolinamid C(N1C2=C(CC[C@H](C1=O)NC(C1=NC=CC(=C1)OC1=CC=CC=C1)=O)C=CC(=C2)N2CC1(C2)CCOCC1)([2H])([2H])[2H] |r|